benzyl (2S)-3-[[(2R)-2-aminopropanoyl]amino]-2-(9H-fluoren-9-ylmethoxycarbonylamino)propanoate hydrochloride Cl.N[C@@H](C(=O)NC[C@@H](C(=O)OCC1=CC=CC=C1)NC(=O)OCC1C2=CC=CC=C2C=2C=CC=CC12)C